N-[4-(3-Cyanophenyl)-5-(4-methylquinazolin-6-yl)thiazol-2-yl]-6-methyl-2,6-diazaspiro[3.3]heptane-2-carboxamide C(#N)C=1C=C(C=CC1)C=1N=C(SC1C=1C=C2C(=NC=NC2=CC1)C)NC(=O)N1CC2(C1)CN(C2)C